(2-amino-1,3-phenylene)dimethanol NC1=C(C=CC=C1CO)CO